N-(3-cyano-6-(2,3-difluorobenzyl)-4,5,6,7-tetrahydrothieno[2,3-c]pyridin-2-yl)-2-(4-sulfamoylphenyl)acetamide C(#N)C1=C(SC=2CN(CCC21)CC2=C(C(=CC=C2)F)F)NC(CC2=CC=C(C=C2)S(N)(=O)=O)=O